(trans)-3-hydroxy-2-(4-methoxy-3-(methoxymethoxy)phenyl)-7-(methoxymethoxy)chroman-4-one O[C@H]1[C@@H](OC2=CC(=CC=C2C1=O)OCOC)C1=CC(=C(C=C1)OC)OCOC